5-methyl-1,3-dioxolan-4-one CC1C(OCO1)=O